OC1=C(C=C(C=C1)C1(C(OC2=C1C=CC=C2)=O)C2=CC(=C(C=C2)O)C)C 3,3-bis(4-hydroxy-3-methylphenyl)benzofuranone